N[C@]1([C@H](CCC1)CC)C(=O)OC (1R,2S)-methyl 1-amino-2-ethylcyclopentane-1-carboxylate